mercapto-1H-1,2,3-triazole sodium [Na].SN1N=NC=C1